C(C1=CC=CC=C1)OC(=O)N(C1(CN(CC1)C(=O)OC(C)(C)C)C)C Tert-butyl 3-(((benzyloxy) carbonyl) (methyl) amino)-3-methylpyrrolidine-1-carboxylate